2-methyl-6-(1-(((R)-1-phenylethyl)amino)-2,3,4,9-tetrahydro-1H-carbazol-6-yl)isoindolin CN1CC2=CC(=CC=C2C1)C=1C=C2C=3CCCC(C3NC2=CC1)N[C@H](C)C1=CC=CC=C1